tert-butyl (2S,4R)-2-((2'-chloro-2-fluoro-5'-sulfamoyl-[1,1'-biphenyl]-3-yl)carbamoyl)-4-fluoropyrrolidine-1-carboxylate ClC1=C(C=C(C=C1)S(N)(=O)=O)C1=C(C(=CC=C1)NC(=O)[C@H]1N(C[C@@H](C1)F)C(=O)OC(C)(C)C)F